(1s,3ar,6as)-5-(4-chloro-2-hydroxybenzyl)-1-methylhexahydropyrrolo[3,4-c]pyrrole-2(1H)-carboxylic acid tert-butyl ester C(C)(C)(C)OC(=O)N1[C@H]([C@@H]2CN(C[C@@H]2C1)CC1=C(C=C(C=C1)Cl)O)C